diazacyclopentadeca-7-En-5-one N1NCCC(CC=CCCCCCCC1)=O